2-Cyclobutoxy-4-{6-[2-(4,5-difluoro-7-methoxy-2-methyl-benzofuran-3-yl)-ethylamino]-pyrimidin-4-yl}-6-fluorobenzoic acid C1(CCC1)OC1=C(C(=O)O)C(=CC(=C1)C1=NC=NC(=C1)NCCC1=C(OC2=C1C(=C(C=C2OC)F)F)C)F